(S)-2-(1,3-dimethyl-7-oxo-1,7-dihydro-6H-pyrazolo[3,4-d]pyridazin-6-yl)-N-(1-(p-tolyl)ethyl)acetamide CN1N=C(C2=C1C(N(N=C2)CC(=O)N[C@@H](C)C2=CC=C(C=C2)C)=O)C